CC=1C(=NC(=C(C1)C(F)(F)F)C)OC1CCC2(CN(C2)C(=O)C2CC(C2)(C)O)CC1 (7-((3,6-Dimethyl-5-(trifluoromethyl)pyridin-2-yl)oxy)-2-azaspiro[3.5]nonan-2-yl)((1s,3s)-3-hydroxy-3-methylcyclobutyl)methanone